FC1=C(C=CC(=N1)N(C)C)C1=CC=C(C=C1)C=1N=C2N(C=C(C=C2)OCCOCCOCCOCCOCCOCCI)C1 6-fluoro-5-[4-[6-[2-[2-[2-[2-[2-(2-iodoethoxy)ethoxy]ethoxy]-ethoxy]ethoxy]ethoxy]imidazo[1,2-a]pyridin-2-yl]phenyl]-N,N-dimethyl-pyridin-2-amine